COC1=CC(=CC(=C1O)OC)C(=O)OC[C@]2(CO[C@H]([C@@H]2O)O[C@@H]3[C@H]([C@@H]([C@H](O[C@H]3OC4=CC(=C(C(=C4)OC)OC)OC)CO)O)O)O The molecule is a disaccharide derivative isolated from the stems of Albizia julibrissin that exhibits antioxidant activity. It has a role as a metabolite and a radical scavenger. It is a disaccharide derivative, a beta-D-glucoside, a benzoate ester and a member of methoxybenzenes. It derives from a 3,4,5-trimethoxyphenol.